3-(4,5-dihydro-4-phenyl-2,4-oxathiahexadien-5-yl)-N,N-dimethylaniline C=1(C=CCCC1)C(C=CS)=C(C)C=1C=C(N(C)C)C=CC1